O(C1=CC=CC=C1)C1SC=CC=C1 phenoxythiainine